ethyl 2-(4-(benzyloxy)-3-isopropyl-6-oxopyridazin-1(6H)-yl)acetate C(C1=CC=CC=C1)OC=1C(=NN(C(C1)=O)CC(=O)OCC)C(C)C